C(C)C1=C(C(=C(C=C1)O)CCCCCC)CC Bis-Ethylhexylphenol